exo-bicyclo[3.1.0]hexane-6-carboxylate C12CCCC2C1C(=O)[O-]